C(C)OC1=CC=C(C(=O)NC2=CC=C(C=C2)[C@@H]2CNCCC2)C=C1 |r| (RS)-4-Ethoxy-N-(4-piperidin-3-yl-phenyl)-benzamid